(4-ethyl-2-methoxyphenyl)methanol C(C)C1=CC(=C(C=C1)CO)OC